S(=O)(=O)(C1=CC=C(C)C=C1)C[C@@H]1CN(CCC1)C (S)-3-tosylmethyl-1-methylpiperidine